C(C1=CC=CC=C1)N(C(C)C=CC1=CC=CC=C1)CC1=CC=CC=C1 N,N-dibenzyl-4-phenylbut-3-en-2-amine